Cl.Cl.FC(C(C)NN)F (1,1-difluoropropan-2-yl)hydrazine dihydrochloride